tert-butyl (1-((1-(2-oxo-2,3-dihydrobenzo[d]oxazol-6-yl)piperidin-4-yl)methyl)piperidin-4-yl)carbamate O=C1OC2=C(N1)C=CC(=C2)N2CCC(CC2)CN2CCC(CC2)NC(OC(C)(C)C)=O